(2S)-1-[2-[4-[5-isoquinolyl(methyl)amino]-1-piperidyl]acetyl]pyrrolidine-2-carbonitrile C1=NC=CC2=C(C=CC=C12)N(C1CCN(CC1)CC(=O)N1[C@@H](CCC1)C#N)C